FC(C(C)(C)O)(F)C=1C(=C(C=CC1)[C@@H](C)NC1=NC(=NC=2C=C3C(=CC12)N(C(O3)=O)C)C)F (R)-8-((1-(3-(1,1-difluoro-2-hydroxy-2-methylpropyl)-2-fluorophenyl)ethyl)amino)-1,6-dimethyloxazolo[4,5-g]quinazolin-2(1H)-one